FC1=C(OCC2=C(C(=CC=C2)COC2=C(C=C(C=C2)C#N)F)F)C=CC(=C1)C#N 1,3-bis(2-fluoro-4-cyano-phenoxymethyl)-2-fluorobenzene